FC1=C(C=C(C(=O)NC2=C(C=C(C(=C2)C=2C=NC(=NC2)N2CCOCC2)F)N2C[C@H](N(CC2)C)C)C=C1C)C |r| 4-fluoro-N-[4-fluoro-5-(2-morpholin-4-ylpyrimidin-5-yl)-2-[rac-(3R)-3,4-dimethylpiperazin-1-yl]phenyl]-3,5-dimethylbenzamide